NC1=CC(=C(OC2=CC=NC=3NC(C=NC32)=O)C=C1)F 8-(4-amino-2-fluorophenoxy)pyrido[2,3-b]pyrazin-3(4H)-one